C(C)(C)(C)N1C=C(C2=C1N=CN=C2)C#C[Si](C)(C)C 7-(tert-butyl)-5-((trimethylsilyl)ethynyl)-7H-pyrrolo[2,3-d]Pyrimidine